(5-((2-aminopyridin-4-yl)methoxy)-6-nitropyridin-3-yl)boronic acid NC1=NC=CC(=C1)COC=1C=C(C=NC1[N+](=O)[O-])B(O)O